C(C)(C)(C)C1N(CCN(C1)CCCCCC(=O)NC=1C=NC=C(C1)NC1=NC=C(C(=N1)C=1C=C(C=CC1)C1=CC=CC=C1)Cl)C(=O)[O-].[C@@H]1([C@H](O)[C@H](O)[C@@H](C[S+](CC[C@H](N)C(=O)O)C)O1)N1C=NC=2C(N)=NC=NC12 S-Adenosylmethionine tert-butyl-4-(6-((5-((4-([1,1'-biphenyl]-3-yl)-5-chloropyrimidin-2-yl)amino)pyridin-3-yl)amino)-6-oxohexyl)piperazine-1-carboxylate